C(C)OC(CS(=O)(=O)CC(CCCC(C(=O)NNCC)C=1C=C(C=CC1)CCC(=O)OCC)(C)C)=O ethyl 3-(3-(7-((2-ethoxy-2-oxoethyl)sulfonyl)-1-(2-ethylhydrazineyl)-6,6-dimethyl-1-oxoheptan-2-yl)phenyl)propanoate